NC1=CC(=C(C=C1)C=1N(C2=C(N1)C(N(C21C(NC2=CC(=CC=C21)Cl)=O)C2=CC(=C(C=C2)OC)Cl)=O)C(C)C)OC 2'-(4-amino-2-methoxyphenyl)-6-chloro-5'-(3-chloro-4-methoxyphenyl)-3'-isopropyl-3'H-spiro[indoline-3,4'-pyrrolo[3,4-d]imidazole]-2,6'(5'H)-dione